2-({3-chloro-2-[(4-cyano-2-fluorophenyl)methoxy]-5,6,7,8-tetrahydro-1,7-naphthyridin-7-yl}methyl)-7-fluoro-1-{1-[(2S)-oxetan-2-yl]methyl}-1H-1,3-benzodiazole-6-carboxylic acid ClC=1C(=NC=2CN(CCC2C1)CC1=NC2=C(N1C[C@H]1OCC1)C(=C(C=C2)C(=O)O)F)OCC2=C(C=C(C=C2)C#N)F